O1N=C(C2=C1C1=CC=CC=C1CC2)C(=O)OCC ethyl 4,5-dihydronaphtho[2,1-d]isoxazole-3-carboxylate